CN(CCN(C1=CC(=C(C=C1[N+](=O)[O-])NC(OC(C)(C)C)=O)OC)C)C tert-butyl (4-((2-(dimethylamino)ethyl)(methyl)amino)-2-methoxy-5-nitrophenyl)carbamate